2-(4-methoxypyrimidin-5-yl)-5-(1-(quinoxalin-2-yl)piperidin-3-yl)-1,3,4-thiadiazole COC1=NC=NC=C1C=1SC(=NN1)C1CN(CCC1)C1=NC2=CC=CC=C2N=C1